FC1(CC1)CNC=1N=CC2=C(N1)NC=C2C2=CC=1C=NC=CC1S2 N-((1-fluorocyclopropyl)methyl)-5-(thieno[3,2-c]pyridin-2-yl)-7H-pyrrolo[2,3-d]pyrimidin-2-amine